tert-butyl (3R)-4-[2-fluoro-5-(methylamino)-4-nitro-phenyl]-3-methyl-piperazine-1-carboxylate FC1=C(C=C(C(=C1)[N+](=O)[O-])NC)N1[C@@H](CN(CC1)C(=O)OC(C)(C)C)C